NC1=C(C(=NN1C(C)C)C1=NC=C(C=C1)C(C)C(NC1=CC(=NO1)CC(C)(C)C)=O)C(=O)N 5-amino-3-[5-(1-[[3-(2,2-dimethylpropyl)-1,2-oxazol-5-yl]carbamoyl]ethyl)pyridin-2-yl]-1-isopropylpyrazole-4-carboxamide